CC1=CC=C(C=C1)S(=O)(=O)NCC#CC1=CC=CC2=CC=CC=C12 4-methyl-N-(3-(naphthalen-1-yl)prop-2-yn-1-yl)benzenesulfonamide